NC=1C=C2C(=C(C=NC2=C(C1)Cl)C#N)NC1=CC(=C(C=C1)Cl)F 6-amino-8-chloro-4-((4-chloro-3-fluorophenyl)amino)quinoline-3-carbonitrile